FC(C1=CC=C(C=C1)N1CCOCC2=C1C=CC(=C2)C2=CC=CC(=N2)C(=O)N)(F)F 6-(1-(4-(trifluoromethyl)phenyl)-1,2,3,5-tetrahydrobenzo[e][1,4]oxazepin-7-yl)picolinamide